3-methyl-octanediol CC(CC(O)O)CCCCC